F[B-](F)(F)F.COC1=CC=C(C=C1)[N+]#N 4-methoxy-phenyl-diazonium tetrafluoroborate